C(C1=CC=CC=C1)SC=1N=NN(C1)CC 4-(benzylthio)-1-ethyl-1H-1,2,3-triazole